C(\C=C\C(=O)O)(=O)O.C1(=CC=CC=C1)C(=O)C(=O)C1=CC=CC=C1 benzil fumarate